OCC=1C=CC=C2C=CC=CC12 8-(hydroxymethyl)naphthalene